3-[4-ethane-sulfonamido-3-(1,2,3,4-tetrahydro-naphthalen-1-yloxy)phenyl]-5-[(pyrazin-2-yl)amino]-1H-pyrazole-4-carboxamide C(C)S(=O)(=O)NC1=C(C=C(C=C1)C1=NNC(=C1C(=O)N)NC1=NC=CN=C1)OC1CCCC2=CC=CC=C12